tert-butyl 6-(4-(3-bromo-5-fluoro-2-methoxyphenyl)pyridin-2-yl)-2,6-diazaspiro[3.3]heptane-2-carboxylate BrC=1C(=C(C=C(C1)F)C1=CC(=NC=C1)N1CC2(CN(C2)C(=O)OC(C)(C)C)C1)OC